tert-butyl 3-(7-(2,3-dichloro-6-methoxyphenyl)imidazo[1,2-a]pyridine-2-carbonyl)-3,8-diazabicyclo[3.2.1]octane-8-carboxylate ClC1=C(C(=CC=C1Cl)OC)C1=CC=2N(C=C1)C=C(N2)C(=O)N2CC1CCC(C2)N1C(=O)OC(C)(C)C